N-([1,1'-biphenyl]-4-ylmethyl)-9-(3-fluorophenyl)-2-(piperazin-1-yl)-9H-purin-6-amine C1(=CC=C(C=C1)CNC1=C2N=CN(C2=NC(=N1)N1CCNCC1)C1=CC(=CC=C1)F)C1=CC=CC=C1